2-chloro-3-((6-(1-methyl-1H-pyrazol-4-yl)pyrazolo[1,5-a]pyrazin-4-yl)oxy)aniline ClC1=C(N)C=CC=C1OC=1C=2N(C=C(N1)C=1C=NN(C1)C)N=CC2